C(C=C)OCC(CNCCN1C(NCC1)=O)O 1-(2-(3-allyloxy-2-hydroxypropylamino)ethyl)imidazolidin-2-one